[3-Fluoro-4-(3-{[(3S)-9-fluoro-2-oxo-5-phenyl-1,3-dihydro-1,4-benzodiazepin-3-yl]carbamoyl}pyrazolo[1,5-a]pyrimidin-2-yl)phenyl]methyl (2R)-2-amino-4-methylpentanoate hydrochloride Cl.N[C@@H](C(=O)OCC1=CC(=C(C=C1)C1=NN2C(N=CC=C2)=C1C(N[C@@H]1C(NC2=C(C(=N1)C1=CC=CC=C1)C=CC=C2F)=O)=O)F)CC(C)C